C1(CC1)C(CNC(=O)C=1NC(C(=CN1)F)=O)CC1=C(C=C(C=C1)F)F N-(2-cyclopropyl-3-(2,4-difluorophenyl)propyl)-5-fluoro-6-oxo-1,6-dihydropyrimidine-2-carboxamide